C(C1=CC=CC=C1)N1CCC(CC1)NC(C1=CC(=CC=C1)CNC1=NC=C(C2=C1CCO2)Br)=O N-(1-Benzylpiperidin-4-yl)-3-(((7-bromo-2,3-dihydrofuro[3,2-c]pyridin-4-yl)amino)methyl)benzamide